BrC=1C=C2C(NC(=NC2=CC1)C1(CCN(CC1)CCOC)F)=O 6-bromo-2-[4-fluoro-1-(2-methoxyethyl)piperidin-4-yl]quinazolin-4(3H)-one